2-hydroxy-5-((4-(4-(3-(2-methoxyphenyl)-1,2,4-oxadiazol-5-yl)-2-nitrophenyl)piperazin-1-yl)methyl)benzaldehyde OC1=C(C=O)C=C(C=C1)CN1CCN(CC1)C1=C(C=C(C=C1)C1=NC(=NO1)C1=C(C=CC=C1)OC)[N+](=O)[O-]